((4,6-dimethyl-2-oxo-1,2-dihydropyridin-3-yl)methyl)-2-methylbenzamide CC1=C(C(NC(=C1)C)=O)CC=1C(=C(C(=O)N)C=CC1)C